C(C1=CC=CC=C1)OC1=C2C=NN(C2=C(C(=C1C(F)(F)F)C)F)C1OCCCC1 4-(benzyloxy)-7-fluoro-6-methyl-1-(tetrahydro-2H-pyran-2-yl)-5-(trifluoromethyl)-1H-indazole